[Si].C(C)O[Si](CCCSSSSCCC[Si](OCC)(OCC)OCC)(OCC)OCC bis-[gamma-(triethoxysilyl) propyl] tetrasulfide silicon